5-chloro-N-(2-formylphenyl)formamide ClC=1C=CC(=C(C1)NC=O)C=O